C(C)(C)(C)OC(N(C1=CC(=C(C=C1)[N+](=O)[O-])Br)CC1=CC=CC=C1)=O benzyl-(3-bromo-4-nitrophenyl)carbamic acid tert-butyl ester